(R)-5-(2-((6-(4-methylpiperazin-1-yl)pyridin-3-yl)amino)-7H-pyrrolo[2,3-d]pyrimidin-5-yl)-N-(1,1,1-trifluoropropan-2-yl)pyrazolo[1,5-a]pyridine-3-carboxamide CN1CCN(CC1)C1=CC=C(C=N1)NC=1N=CC2=C(N1)NC=C2C2=CC=1N(C=C2)N=CC1C(=O)N[C@@H](C(F)(F)F)C